(4-(hydroxymethyl)tetrahydro-2H-pyran-4-yl)-2-methyl-5-((2-(methylsulfonyl)benzyl)oxy)benzofuran-3-carboxamide OCC1(CCOCC1)C1=C(C=CC2=C1C(=C(O2)C)C(=O)N)OCC2=C(C=CC=C2)S(=O)(=O)C